FC(C(=O)O)(F)F.FC=1C=C2C(=CNC2=C(C1)CN)C1=NC2=CC=CN=C2C=C1 1-[5-fluoro-3-(1,5-naphthyridin-2-yl)-1H-indol-7-yl]methanamine 2,2,2-trifluoroacetate